4-{4-[bis(4-fluoro-2-methoxyphenyl)methyl]piperazin-1-yl}-6-methoxy-1-methyl-2-oxo-1,2-dihydro-1,5-naphthyridine-3-carbonitrile FC1=CC(=C(C=C1)C(N1CCN(CC1)C1=C(C(N(C2=CC=C(N=C12)OC)C)=O)C#N)C1=C(C=C(C=C1)F)OC)OC